NC1=NC=NN2C1=CC=C2[C@]2([C@@H]([C@@H]([C@H](O2)CO[P@](=O)(OC2=CC=CC=C2)N[C@@H](C)C(=O)OCC(CC)CC)O)O)C#N 2-ethylbutyl ((S)-(((2R,3S,4R,5R)-5-(4-aminopyrrolo[2,1-f][1,2,4]triazin-7-yl)-5-cyano-3,4-dihydroxytetrahydrofuran-2-yl)methoxy)(phenoxy)phosphoryl)-L-alaninate